2-(2-hydroxy-propan-2-yl)thiophene-3-carboxylic acid OC(C)(C)C=1SC=CC1C(=O)O